C(C)C1(OC=C(C1=O)O)C ethyl-4-hydroxy-2-methylfuran-3(2H)-one